NC1=CC=C(OC2=CC=C(C=C2)C(CC)C2=CC=C(C=C2)OC2=CC=C(C=C2)N)C=C1 1,1-bis[4-(4-aminophenoxy)phenyl]Propane